CN1C=C(C=C(C1=O)C=1C=NN(C1OCCN1CC(CCCC1)NC1=C(C=CC=C1)[N+](=O)[O-])C)C(=O)OC methyl 1-methyl-5-[1-methyl-5-(2-{3-[(2-nitrophenyl) amino] azepan-1-yl} ethoxy) pyrazol-4-yl]-6-oxopyridine-3-carboxylate